FC=1C=C(C=CC1C1=NOC(=N1)C(F)(F)F)CN(C(C(C)OC)=O)OC N-[[3-fluoro-4-[5-(trifluoromethyl)-1,2,4-oxadiazol-3-yl]phenyl]methyl]-N,2-dimethoxy-propionamide